5-((2-fluorophenyl)amino)-2-methyl-3-thioxo-2,3-dihydroisothiazole-4-carbonitrile FC1=C(C=CC=C1)NC1=C(C(N(S1)C)=S)C#N